(3-methyl-1-(trifluoromethyl)-1H-pyrazol-4-yl)-6-(3-(methylamino)azetidin-1-yl)pyrimidin-2-amine CC1=NN(C=C1C1=NC(=NC(=C1)N1CC(C1)NC)N)C(F)(F)F